7-(2-((4-(3,4-dichlorophenyl)-5-isopropylthiazol-2-ylamino)methyl)-3-methoxy-3-oxopropyl)-1H-indole-1-carboxylic acid tert-butyl ester C(C)(C)(C)OC(=O)N1C=CC2=CC=CC(=C12)CC(C(=O)OC)CNC=1SC(=C(N1)C1=CC(=C(C=C1)Cl)Cl)C(C)C